N-{(6R)-2-[4-(2,6-difluorophenyl)-6-(methoxymethyl)-1,2-benzoxazol-3-yl]-7,7-difluoro-3-oxo-2,5,6,7-tetrahydro-3H-pyrrolo[1,2-c]imidazol-6-yl}methanesulfonamide FC1=C(C(=CC=C1)F)C1=CC(=CC2=C1C(=NO2)N2C(N1C(=C2)C([C@@H](C1)NS(=O)(=O)C)(F)F)=O)COC